N1-methyl-pseudouridine-triphosphate P(O)(=O)(OP(=O)(O)OP(=O)(O)O)OC[C@@H]1[C@H]([C@H]([C@@H](O1)C1=CN(C(=O)NC1=O)C)O)O